4-bromocinnamyl Alcohol BrC1=CC=C(C=CCO)C=C1